5-{[(2-chlorophenyl)methyl]sulfonylamino}-2-(trifluoromethyl)-1,3-thiazole-4-carboxylic acid ClC1=C(C=CC=C1)CS(=O)(=O)NC1=C(N=C(S1)C(F)(F)F)C(=O)O